C(C)OC(=O)C=1N2C(CN(C3=CC=CC(C1)=C23)CCCO)CC 11-ethyl-9-(3-hydroxypropyl)-1,9-diazatricyclo[6.3.1.04,12]dodeca-2,4(12),5,7-tetraene-2-carboxylic acid ethyl ester